C(C)(C)(C)OC(=O)N1C([C@@H]([C@H](CC1)N1N=C2C=C(C(=CC2=C1)Br)OC)F)C(C)(C)C tert-butyl-(3S,4S)-4-(5-bromo-6-methoxy-2H-indazol-2-yl)-3-fluoropiperidine-1-carboxylic acid tert-butyl ester